2-[(dodecylsulfanyl)sulfonyl]-2-methylpropanoic acid C(CCCCCCCCCCC)SS(=O)(=O)C(C(=O)O)(C)C